5-((4-(1-((1-(2-(2,6-dioxopiperidin-3-yl)-1,3-dioxoisoindolin-5-yl)pyrrolidine-3-yl)methyl)piperidin-4-yl)phenyl)amino)-3-(piperidin-1-yl)-1,2,4-triazine-6-carboxamide O=C1NC(CCC1N1C(C2=CC=C(C=C2C1=O)N1CC(CC1)CN1CCC(CC1)C1=CC=C(C=C1)NC=1N=C(N=NC1C(=O)N)N1CCCCC1)=O)=O